5-Methyl-4-(1-pyrrolidinyl)-3[2H]-furanon CC1=C(C(CO1)=O)N1CCCC1